5-azido-2-(azidomethyl)tetrahydro-2H-pyran-3,4-diyl diacetate C(C)(=O)OC1C(OCC(C1OC(C)=O)N=[N+]=[N-])CN=[N+]=[N-]